Isobutanol-d6 C(C(C([2H])([2H])[2H])(C)[2H])(O)([2H])[2H]